3,4,5-tris((trimethylsilyl)oxy)-6-(((trimethylsilyl)oxy)methyl)tetrahydro-2H-pyran-2-one C[Si](OC1C(OC(C(C1O[Si](C)(C)C)O[Si](C)(C)C)CO[Si](C)(C)C)=O)(C)C